C(C)(C)(C)OC(NC1=C(C(=CC=C1)Br)Cl)=O (3-bromo-2-chlorophenyl)carbamic acid tert-butyl ester